3-methoxypyrazine COC=1C=NC=CN1